hexyl p-toluenesulfonate CC1=CC=C(C=C1)S(=O)(=O)OCCCCCC